FC1(CC(CC1)C(C(=O)OC)C1=CC=C(C=C1)C=1N=NN(N1)C)F Methyl 2-(3,3-difluorocyclopentyl)-2-(4-(2-methyl-2H-tetrazol-5-yl)phenyl)acetate